3-benzyl-1-(trans-4-((5-cyano-4-(3-methyl-1H-pyrazol-5-yl)pyrimidin-2-yl)amino)cyclohexyl)-1-(4-(1-methyl-1H-pyrazol-4-yl)phenyl)urea C(C1=CC=CC=C1)NC(N(C1=CC=C(C=C1)C=1C=NN(C1)C)[C@@H]1CC[C@H](CC1)NC1=NC=C(C(=N1)C1=CC(=NN1)C)C#N)=O